CN1N=C(C=C1C(=O)NCCCC1=CC=C(C=C1)C=1C=C2C=CC=NC2=CC1)C 1,3-dimethyl-N-(3-(4-(quinolin-6-yl)phenyl)propyl)-1H-pyrazole-5-carboxamide